O=C(CCCCCCCCCCCCCCC)NCC(=O)N[C@@H](CCC(N)=O)C(=O)N1[C@@H](CCC1)C(=O)N[C@@H](CCCNC(N)=N)C(=O)O N-(1-oxohexadecyl)glycyl-L-glutaminyl-L-prolyl-L-arginine